N1(CCNCC1)C(=O)C1=CC(=C(C(=C1)OC)OC)OC piperazine-1-yl-(3,4,5-trimethoxyphenyl)methanone